C(=O)=C1NC=2C=CC=C(C=3C2N1C=CC3)N3N=CC(=C3C(F)(F)F)C(=O)NC3=CC(=NC=C3)C(F)(F)F 1-(2-carbonyl-1,2-dihydro-1,2a-diazabenzo[cd]azulene-6-yl)-5-(trifluoromethyl)-N-(2-(Trifluoromethyl)pyridin-4-yl)-1H-pyrazole-4-carboxamide